C(C1=CC=CC=C1)(C1=CC=CC=C1)N1CC(C1)N1CC2=CC=C(C=C2CC1)NCC(C)C 2-(1-benzhydrylazetidin-3-yl)-N-isobutyl-1,2,3,4-tetrahydroisoquinolin-6-amine